(rac)-(2s,4s)-2-(6-(4-(trifluoromethyl)phenyl)-3-azabicyclo[4.1.0]heptane-3-carbonyl)-7-oxa-5-azaspiro[3.4]octan-6-one FC(C1=CC=C(C=C1)C12CCN(CC2C1)C(=O)C1CC2(C1)NC(OC2)=O)(F)F